C12N(CC(NC1)C2)C2=CC(=C1CN(CC1=C2)C2C(NC(CC2)=O)=O)F 6-(2,5-diazabicyclo[2.2.1]heptane-2-yl)-2-(2,6-dioxopiperidin-3-yl)-4-fluoroisoindoline